1-(2-Benzyl-4-methylphenylethyl)-4-methylpiperazine C(C1=CC=CC=C1)C1=C(C=CC(=C1)C)CCN1CCN(CC1)C